6-[(E)-but-2-enyl]-4-[3-chloro-4-(pyrrolidine-1-carbonyl)phenyl]-1H-pyrrolo[2,3-c]pyridin-7-one C(\C=C\C)N1C(C2=C(C(=C1)C1=CC(=C(C=C1)C(=O)N1CCCC1)Cl)C=CN2)=O